(5R,6S,8R)-8-[(1S,2R)-7-(7-amino-1,3a-diaza-3-indenyl)-2-fluoro-1-hydroxy-4-indanyl]-3,5,6-trifluoro-5,6,7,8-tetrahydro-1-naphthonitrile NC1=CC=CN2C(=CN=C12)C=1C=CC(=C2C[C@H]([C@H](C12)O)F)[C@H]1C[C@@H]([C@@H](C=2C=C(C=C(C12)C#N)F)F)F